ClC1=CN=C2N1C=C(N=C2N2[C@H](CC2)C(F)(F)F)C=2C=NN(C2)CC(=O)N2C(CNCC2)(C)C (R)-2-(4-(3-chloro-8-(2-(trifluoromethyl)azetidin-1-yl)imidazo[1,2-a]pyrazin-6-yl)-1H-pyrazol-1-yl)-1-(2,2-dimethylpiperazin-1-yl)ethan-1-one